(R)-4-hydroxymandelic acid ((R)-4-Hydroxymandelate) OC1=CC=C([C@H](C(=O)O)O)C=C1.OC1=CC=C([C@H](C(=O)O)O)C=C1